(1-(3-bromo-5-methylphenyl)cyclopropyl)carbamic acid tert-butyl ester C(C)(C)(C)OC(NC1(CC1)C1=CC(=CC(=C1)C)Br)=O